C1(CCCCC1)CCC(CC(CCC1CCCCC1)=O)=O 1,7-dicyclohexylheptane-3,5-dione